ClCC(=O)C1=C(N(C(=C1)C)C1=CC(=C(C(=C1)F)Cl)F)C 2-chloro-1-(1-(4-chloro-3,5-difluorophenyl)-2,5-dimethyl-1H-pyrrol-3-yl)ethan-1-one